C1(CCCCC1)N(C(=O)C1=CC2=CC=C(C=C2C=C1)C(=O)N)C1CCCCC1 N,N-dicyclohexyl-2,6-naphthalenediamide